(E)-(4-([1,1'-biphenyl]-3-yldiazenyl)-2-chlorophenyl)(5H-benzo[e]pyrrolo[1,2-a][1,4]diazepin-10(11H)-yl)methanone triethyl-2-hydroxypropane-1,2,3-tricarboxylate (triethyl-citrate) C(C)C(C(C(C(=O)O)(CC)CC)(O)C(=O)O)C(=O)O.C(C)OC(=O)CC(CC(=O)OCC)(C(=O)OCC)O.C1(=CC(=CC=C1)/N=N/C1=CC(=C(C=C1)C(=O)N1CC=2N(CC3=C1C=CC=C3)C=CC2)Cl)C2=CC=CC=C2